BrC1=CC=C(C=C1)C1N(C1)S(=O)(=O)C1=CC=C(C=C1)[N+](=O)[O-] 2-(4-bromophenyl)-1-p-nitrobenzenesulfonylaziridine